(S)-4-amino-N-methyl-N-(6-(trifluoromethoxy)-2,3-dihydrobenzofuran-3-yl)imidazo[1,5-a]pyrido[3,4-e]pyrazine-8-carboxamide NC=1C=2N(C3=C(N1)C=NC(=C3)C(=O)N([C@@H]3COC1=C3C=CC(=C1)OC(F)(F)F)C)C=NC2